BrCC(=O)N1CCC(CC1)OC1=CC=C(C=C1)C(=O)C=1C2=C(SC1C1=CC=C(C=C1)O)C=C(C=C2)O 2-bromo-1-(4-(4-(6-hydroxy-2-(4-hydroxyphenyl)benzo[b]thiophene-3-carbonyl)phenoxy)piperidin-1-yl)ethan-1-one